C1(=CC=CC=C1)P(C1=CC=CC=C1)CC1=C(C=CC=C1)C1=C(C=C(C(=C1)CP(C1=CC=CC=C1)C1=CC=CC=C1)C1=C(C=CC=C1)CP(C1=CC=CC=C1)C1=CC=CC=C1)CP(C1=CC=CC=C1)C1=CC=CC=C1 2,2',2'',5'-tetrakis(diphenylphosphinomethyl)-1,1':4',1''-terphenyl